NC1=NC=NC=2C3=C(CC(C12)(C)C)C(=C(C=C3)O[C@@H]3CC[C@H](CC3)N)NCCO 2-[[4-amino-8-(trans-4-aminocyclohexyloxy)-5,5-dimethyl-6H-benzo[H]quinazolin-7-yl]amino]ethanol